5-(6-((3-ethyl-2,4-dioxo-1,2,3,4-tetrahydropyrido[4,3-d]pyrimidin-7-yl)methyl)-2,6-diazaspiro[3.3]heptan-2-yl)-N-methylpicolinamide C(C)N1C(NC2=C(C1=O)C=NC(=C2)CN2CC1(CN(C1)C=1C=CC(=NC1)C(=O)NC)C2)=O